C(C)(=O)C=1N=CC(=NC1)OC1=CC=C(C=C1)C1(CCCC1)C1=CC=C(OC2CC(C2)NC=2C=C3C(N(C(C3=CC2)=O)C2C(NC(CC2)=O)=O)=O)C=C1 5-(((1r,3r)-3-(4-(1-(4-((5-acetylpyrazin-2-yl)oxy)phenyl)cyclopentyl)phenoxy)cyclobutyl)amino)-2-(2,6-dioxopiperidin-3-yl)isoindoline-1,3-dione